2-amino-3,3-dicyclohexyl-N-[5-[5-ethyl-3-methyl-1-(2-trimethylsilylethoxymethyl)pyrazol-4-yl]-2-pyridinyl]acrylamide hydrochloride Cl.NC(C(=O)NC1=NC=C(C=C1)C=1C(=NN(C1CC)COCC[Si](C)(C)C)C)=C(C1CCCCC1)C1CCCCC1